(trans-2',4'-dichloro-5-(4-methylpent-3-en-1-yl)-1,2,3,6-tetrahydro-[1,1'-biphenyl]-2-yl)(2,6-Dihydroxyphenyl)methanone ClC1=C(C=CC(=C1)Cl)[C@H]1[C@@H](CC=C(C1)CCC=C(C)C)C(=O)C1=C(C=CC=C1O)O